C(C)(C)N1N=CC(=C1)C1=CC(=NC=N1)N(C(=O)[C@@H]1CC[C@H](CC1)CC(=O)OCC)CC12CCC(CC1)(CC2)C2=CC(=C(C=C2)OC)C Trans-Ethyl 2-(4-((6-(1-isopropyl-1H-pyrazol-4-yl)pyrimidin-4-yl)((4-(4-methoxy-3-methylphenyl)bicyclo[2.2.2]octan-1-yl)methyl)carbamoyl)cyclohexyl)acetate